FC1=C2CCN(C2=CC(=C1)F)CC=1C=C(C=C2C(C=C(OC12)N1CCOCC1)=O)C(=O)NCCN(C)C 8-((4,6-difluoroindolin-1-yl)methyl)-N-(2-(dimethylamino)ethyl)-2-morpholino-4-oxo-4H-chromene-6-carboxamide